((1H-pyrrolo[2,3-b]pyridin-3-yl)methyl)-1-(5-(5-chloro-2-methoxypyridin-4-yl)-1H-pyrazole-3-carbonyl)piperidine-4-carboxamide N1C=C(C=2C1=NC=CC2)CC2N(CCC(C2)C(=O)N)C(=O)C2=NNC(=C2)C2=CC(=NC=C2Cl)OC